FC=1C=C(C=CC1)C#CC=1C=NC=2[C@@H]3[C@H](N(CC2C1)C(=O)OC)CCCC3 |r| (rac)-cis-Methyl 3-((3-fluorophenyl)ethynyl)-6a,7,8,9,10,10a-hexahydrobenzo[h][1,6]naphthyridine-6(5H)-carboxylate